tert-butyl (4-((6-methyl-2-morpholinopyrimidin-4-yl)amino)phenyl)carbamate CC1=CC(=NC(=N1)N1CCOCC1)NC1=CC=C(C=C1)NC(OC(C)(C)C)=O